COC=1C=CC=C2C(=C(C=NC12)[N+](=O)[O-])NCC1=CC=C(C=C1)SC 8-methoxy-N-(4-(methylthio)benzyl)-3-nitroquinolin-4-amine